C(#N)COC(=O)C1=NC(=C(C(=C1Cl)N)F)C1=CC=C2C=CNC2=C1F 4-amino-3-chloro-5-fluoro-6-(7-fluoro-1H-indol-6-yl)pyridinecarboxylic acid cyanomethyl ester